(1S,2S,3S,6R)-6-(((1-ethylcyclohexyl)methyl)amino)-4-(fluoromethyl)cyclohex-4-ene-1,2,3-triol C(C)C1(CCCCC1)CN[C@@H]1C=C([C@@H]([C@@H]([C@H]1O)O)O)CF